N1-(2-(4-(2-(didodecylamino)ethyl)piperazin-1-yl)ethyl)-N1,N2,N2-trihexylethane-1,2-diamine C(CCCCCCCCCCC)N(CCN1CCN(CC1)CCN(CCN(CCCCCC)CCCCCC)CCCCCC)CCCCCCCCCCCC